C(=CC)C=1C=C(C=CC1O)C(C)(C)C1=CC=C(C=C1)C(C)(C)C1=CC(=C(C=C1)O)C=CC α,α'-Bis(3-(1-propenyl)-4-hydroxyphenyl)-p-diisopropylbenzene